tert-butyl 6-(8-(benzo[d]thiazol-2-ylcarbamoyl)-3,4-dihydroisoquinolin-2(1H)-yl)-3-(1-((3,5-dimethyltricyclo[3.3.1.13,7]dec-1-yl)methyl)-5-methyl-1H-pyrazol-4-yl)picolinate S1C(=NC2=C1C=CC=C2)NC(=O)C=2C=CC=C1CCN(CC21)C2=CC=C(C(=N2)C(=O)OC(C)(C)C)C=2C=NN(C2C)CC21CC3(CC(CC(C2)C3)(C1)C)C